FC(C=1C=CC2=C(N=C(O2)N)C1)(F)F 5-(trifluoromethyl)benzo[d]oxazol-2-amine